ClC1=NC=CC(=C1SC1=C(C=CC=C1)Cl)N 2-chloro-3-((2-chlorophenyl)thio)pyridin-4-amine